N-(2-methoxy-4-(1-(4-chlorophenyl)cyclopentane-1-carboxamido)phenyl)-6-chloropyridine-2-carboxamide COC1=C(C=CC(=C1)NC(=O)C1(CCCC1)C1=CC=C(C=C1)Cl)NC(=O)C1=NC(=CC=C1)Cl